FC(OC=1C=C(C=CC1)[C@H](COC(F)(F)F)NC(C[C@@H](C(C)(C)C)O)=O)(F)F (S)-N-((R)-1-(3-(trifluoromethoxy)phenyl)-2-(trifluoromethoxy)ethyl)-3-hydroxy-4,4-dimethylvaleramide